ClC1=C(C(=C(NP1(Cl)Cl)Cl)Cl)Cl hexachlorophosphazine